NC1=NN2C(C=C(C=C2)C=2C(=NC(=C(C(=O)NCC3=NC=CC=C3OCC3CC3)C2)OC)C)=N1 5-(2-amino-[1,2,4]triazolo[1,5-a]pyridin-7-yl)-N-((3-(cyclopropylmethoxy)pyridin-2-yl)methyl)-2-methoxy-6-methylnicotinamide